C(=O)(O)[C@@H](O)[C@H](O)C(=O)O.C1(CC1)[C@H](C(=O)N)N1[C@H]2CC(C[C@@H]1CC2)[C@@H]2[C@@H](CN(CC2)C2=NC=C(C=N2)F)OC (2R)-2-cyclopropyl-2-{(1R,3S,5S)-3-[(3S,4R)-1-(5-fluoropyrimidin-2-yl)-3-methoxypiperidin-4-yl]-8-azabicyclo[3.2.1]octan-8-yl}acetamide monoD-tartrate